5-(7-cyclopropyl-5-ethyl-5H-pyrrolo[3,2-c]pyridazin-3-yl)pyrimidine C1(CC1)C1=CN(C2=C1N=NC(=C2)C=2C=NC=NC2)CC